Cl.FC(C1=NC=C(C=N1)[C@@H](C)N)(F)F (1R)-1-[2-(trifluoromethyl)pyrimidin-5-yl]ethan-1-amine hydrochloride